methyl pyruvate ethyl-pyruvate C(C)CC(C(=O)O)=O.C(C(=O)C)(=O)OC